C(C)(=O)N(C1=C(C=C(C=C1)C1=CC=C(C=N1)C(=O)NCC=1C(=NC=CC1)C)Cl)CC(C)C 6-[4-[acetyl-(isobutyl)amino]-3-chloro-phenyl]-N-[(2-methyl-3-pyridinyl)methyl]pyridine-3-carboxamide